(4-amino-7-chloro-1,3-dihydrofuro[3,4-c]quinolin-8-yl)((3S)-3-(4-fluoro-3-(trifluoromethoxy)phenyl)-4-morpholinyl)methanone NC1=NC=2C=C(C(=CC2C2=C1COC2)C(=O)N2[C@H](COCC2)C2=CC(=C(C=C2)F)OC(F)(F)F)Cl